N1(CCN(CC1)C(=O)OC1CCN(CC1)C1=CC=C(C=C1)NC1C(NC(CC1)=O)=O)C(=O)OC(C)(C)C 1-(tert-butyl) 4-(1-(4-((2,6-dioxopiperidin-3-yl)amino)phenyl)piperidin-4-yl) piperazine-1,4-dicarboxylate